3-(2,2-Diphenyl-2-((((tetradecyloxy)carbonyl)oxy)methoxy)acetoxy)spiro[bicyclo[3.2.1]octane-8,1'-pyrrolidin]-8-ium trifluoroacetate FC(C(=O)[O-])(F)F.C1(=CC=CC=C1)C(C(=O)OC1CC2CCC(C1)[N+]21CCCC1)(OCOC(=O)OCCCCCCCCCCCCCC)C1=CC=CC=C1